NC(CC=1C=C2N(N=C(C=C2NCC=2SC=CC2)Cl)C1C)C 6-(2-aminopropyl)-2-chloro-7-methyl-N-(thiophen-2-ylmethyl)pyrrolo[1,2-b]pyridazin-4-amine